[6-(5-cyclopropyl-4H-1,2,4-triazol-3-yl)-2-azaspiro[3.3]heptan-2-yl]-[3-[4-(5-ethoxy-3-methyl-pyrazol-1-yl)phenyl]azetidin-1-yl]methanone C1(CC1)C=1NC(=NN1)C1CC2(CN(C2)C(=O)N2CC(C2)C2=CC=C(C=C2)N2N=C(C=C2OCC)C)C1